FC(C1=CC=CC=2N1N=C(C2)[C@@H]2N(CCC1=C2N=CN1)C(=O)C=1OC(=NN1)C1=NN(C=C1)C(F)(F)F)F (R)-(4-(7-(difluoromethyl)pyrazolo[1,5-a]pyridin-2-yl)-6,7-dihydro-1H-imidazo[4,5-c]pyridin-5(4H)-yl)(5-(1-(trifluoromethyl)-1H-pyrazol-3-yl)-1,3,4-oxadiazol-2-yl)methanone